C(#N)C1=CC(=C(OCC2=CC=CC(=N2)OC2CCN(CC2)CC2=NC3=C(N2C[C@H]2N(CCC2)CC)C=C(C=C3)C(=O)OC)C=C1)F methyl (S)-2-((4-((6-((4-cyano-2-fluorophenoxy)methyl)pyridin-2-yl)oxy)piperidin-1-yl)methyl)-1-((1-ethylpyrrolidin-2-yl)methyl)-1H-benzo[d]imidazole-6-carboxylate